1-[3,5-dichloro-2-(2-hydroxyethyl)phenyl]-3-(3-fluorophenyl)urea ClC=1C(=C(C=C(C1)Cl)NC(=O)NC1=CC(=CC=C1)F)CCO